FC1=CC=C(C=C1)CN1C(C(=CC2=CC(=CN=C12)C(C)C)C(=O)N)=O 1-(4-fluorophenylmethyl)-6-isopropyl-2-oxo-1,2-dihydro-1,8-naphthyridine-3-carboxamide